C(#N)C1=C2C[C@H](CNC2=CC=C1)[C@@H](C1=CC=CC=C1)NC[C@H](C)C1=CC=C(C=C1)CC(=O)O |o1:21| 2-(4-((R or S)-1-(((S)-((R)-5-cyano-1,2,3,4-tetrahydroquinolin-3-yl)(phenyl)methyl)amino)propan-2-yl)phenyl)acetic acid